C(C1=CC=CC=C1)OCC1=CC=C(\C=C/2\C(=C(C3=CC(=CC=C23)F)CC(=O)O)C)C=C1 (Z)-2-(1-(4-((benzyloxy)methyl)benzylidene)-5-fluoro-2-methyl-1H-inden-3-yl)-acetic acid